7-((3,5-dimethylisoxazol-4-yl)(methyl)amino)-4-(trifluoromethyl)-2H-benzopyran-2-one CC1=NOC(=C1N(C1=CC2=C(C(=CC(O2)=O)C(F)(F)F)C=C1)C)C